OC1=NC(=NC=C1)N1CCCCC1 (4-hydroxypyrimidin-2-yl)piperidin